7-(5,6,7,8-tetrahydro-1,8-naphthyridin-2-yl)-1-(7-(trifluoromethyl)quinolin-3-yl)hept-1-en-3-one N1=C(C=CC=2CCCNC12)CCCCC(C=CC=1C=NC2=CC(=CC=C2C1)C(F)(F)F)=O